ICCC[Si](OCCC)(OCCC)OCCC iodopropyltripropoxysilane